C(C)(=O)OC1=C(C=CC(=C1)C1CC1)N1N=C2CCN(C[C@H]3C2=C1CCN3C(C3=CN=C(C=C3N)C(F)(F)F)=O)C(C=C)=O |o1:20| (R or S)-2-(7-acryloyl-5-(4-amino-6-(trifluoromethyl)nicotinoyl)-3,4,5,5a,6,7,8,9-octahydro-2H-1,2,5,7-tetraazabenzo[cd]azulen-2-yl)-5-cyclopropylphenyl acetate